4-({[3-(1-Methansulfonyl-3-methylpiperidin-4-yl)-1-(3-methoxy-2,2-dimethylpropanoyl)-4-methyl-1H-pyrazol-5-yl]oxy}methyl)benzol CS(=O)(=O)N1CC(C(CC1)C1=NN(C(=C1C)OCC1=CC=CC=C1)C(C(COC)(C)C)=O)C